(2R,3R,4R,5S)-3-(3,4-difluoro-2-methoxy-phenyl)-5-isopropyl-4-methyl-tetrahydrofuran FC=1C(=C(C=CC1F)[C@@H]1CO[C@H]([C@@H]1C)C(C)C)OC